The molecule is a member of the class of guanidines that is decane having guanidino groups at the 1- and 10-positions. It has a role as a hepatotoxic agent, a hypoglycemic agent and a nephrotoxin. It is a conjugate base of a synthalin A(2+). It derives from a hydride of a decane. C(CCCCCN=C(N)N)CCCCN=C(N)N